8-chloro-3-[5-(difluoromethyl)-1,3,4-oxadiazol-2-yl]imidazo[1,5-a]pyridine-6-sulfonyl chloride ClC=1C=2N(C=C(C1)S(=O)(=O)Cl)C(=NC2)C=2OC(=NN2)C(F)F